5-(3-chloroimidazo[1,2-a]pyridin-6-yl)-6-(4-fluorophenyl)tetrazolo[1,5-a]pyrazin-8-amine ClC1=CN=C2N1C=C(C=C2)C2=C(N=C(C=1N2N=NN1)N)C1=CC=C(C=C1)F